C(N)(OCC(=CF)CCl)=O (2-(chloromethyl)-3-fluoroallyl) carbamate